methyl 4-(difluoromethoxy)-3-nitro-benzoate FC(OC1=C(C=C(C(=O)OC)C=C1)[N+](=O)[O-])F